5-tert-butyl-1,3,4-oxadiazole C(C)(C)(C)C1=NN=CO1